bis(3-isopropylphenyl)-dimethoxysilane tert-butyl-(2-fluoro-4-((2-((tetrahydro-2H-pyran-4-yl)amino)pyridin-4-yl)oxy)phenyl)carbamate C(C)(C)(C)N(C(O)=O)C1=C(C=C(C=C1)OC1=CC(=NC=C1)NC1CCOCC1)F.C(C)(C)C=1C=C(C=CC1)[Si](OC)(OC)C1=CC(=CC=C1)C(C)C